NC1=NC=NC=2C3=C(\C(\C(C12)(C)C)=N/O)C=C(C=C3)O[C@@H]3CC[C@H](CC3)N (6Z)-4-amino-8-(trans-4-aminocyclohexyloxy)-5,5-dimethyl-benzo[h]quinazolin-6-one oxime